COC(C1CCN(CC1)C1=CC=C(C=C1)F)OC 4-(dimethoxymethyl)-1-(4-fluorophenyl)piperidine